sodium diisooctyl-sulfosuccinate salt C(CCCCC(C)C)C(C(C(=O)[O-])S(=O)(=O)O)(C(=O)[O-])CCCCCC(C)C.[Na+].[Na+]